BrC1=C(C(=CC(=C1)F)C=1C=NC(=C(C1)N1CCN(CC1)C(C)(C)C)OC(F)F)O 2-bromo-6-(5-(4-(tert-butyl)piperazin-1-yl)-6-(difluoromethoxy)pyridin-3-yl)-4-fluorophenol